CC12N(CCNC1)C(OC2)=O 8a-methylhexahydro-3H-oxazolo[3,4-a]pyrazin-3-one